methyl (1r,3s)-1-[(3-bromo-4-fluorophenyl)methyl]-3-[N-(tert-butoxycarbonyl)methanesulfonamido]cyclobutane-1-carboxylate BrC=1C=C(C=CC1F)CC1(CC(C1)N(S(=O)(=O)C)C(=O)OC(C)(C)C)C(=O)OC